2-oxo-2-((1-(thiazol-4-yl)ethyl)((5-(trifluoromethyl)pyridin-2-yl)methyl)amino)acetic acid O=C(C(=O)O)N(CC1=NC=C(C=C1)C(F)(F)F)C(C)C=1N=CSC1